C(#N)C=1N(C2=C(C=CC=C2C1)F)CCNC1=CC(=NC=N1)C1=CC(=C(S1)C(=O)O)OCC 5-{6-[2-(2-Cyano-7-fluoro-indol-1-yl)-ethylamino]-pyrimidin-4-yl}-3-ethoxy-thiophene-2-carboxylic acid